4-[({5-[5-(trifluoromethyl)-1,2,4-oxadiazol-3-yl]pyridin-2-yl}methyl)amino]piperidin-2-one FC(C1=NC(=NO1)C=1C=CC(=NC1)CNC1CC(NCC1)=O)(F)F